(R)-N-(2-(4-cyanothiazolidin-3-yl)-2-oxoethyl)-6-(3-fluoro-3-phenylazetidin-1-yl)-quinoline-4-carboxamide C(#N)[C@H]1N(CSC1)C(CNC(=O)C1=CC=NC2=CC=C(C=C12)N1CC(C1)(C1=CC=CC=C1)F)=O